NC1C=C(C(=CC1=NC1=CC=C(C=C1)N(CCO)CCO)NC1=CC=C(C=C1)N1CC(CC1)[N+](C)(C)C)O {1-[4-(4-amino-5-{4-[bis(2-hydroxyethyl)amino]phenylimino}-2-hydroxyphenylamino)phenyl]pyrrolidin-3-yl}trimethylammonium